Palladium (crotyl) chloride C(C=CC)Cl.[Pd]